8-((cyclopropylmethyl)(3-(trifluoromethyl)phenyl)amino)-5-methyl-6-oxo-5,6-dihydro-1,5-naphthyridine-2-carbonitrile C1(CC1)CN(C1=CC(N(C=2C=CC(=NC12)C#N)C)=O)C1=CC(=CC=C1)C(F)(F)F